N[C@@]1(C([C@@H](CC1)NC=1C=2N(N=CC1C(N)=NC1=C(C=C(C=C1)O)Cl)C=C(C2)C=2C=NC=C(C2)CN(C)C)(C)C)C 4-(((1R,3S)-3-amino-2,2,3-trimethylcyclopentyl)amino)-N'-(2-chloro-4-hydroxyphenyl)-6-(5-((dimethylamino)methyl)pyridin-3-yl)pyrrolo[1,2-b]pyridazine-3-carboximidamide